(2-aminofuryl)-5-aminobenzimidazole NC=1OC=CC1C=1NC2=C(N1)C=CC(=C2)N